NC=1C=NC2=C(C(=NC=C2C1N1[C@@H]2CCN([C@@H]2C1)C(=O)OC(C)(C)C)C1=CC(=CC2=CC=CC(=C12)C#C[Si](C(C)C)(C(C)C)C(C)C)OCOC)F tert-butyl (1R,5R)-6-(3-amino-8-fluoro-7-(3-(methoxymethoxy)-8-((triisopropylsilyl)ethynyl)naphthalen-1-yl)-1,6-naphthyridin-4-yl)-2,6-diazabicyclo[3.2.0]heptane-2-carboxylate